1-hydroxy-4-methyl-1-[1-[3-(4H-1,2,4-triazol-3-yl)phenyl]pyrrolo[2,3-b]pyridin-5-yl]pentan-2-one OC(C(CC(C)C)=O)C=1C=C2C(=NC1)N(C=C2)C2=CC(=CC=C2)C2=NN=CN2